ClC1=C(C#N)C=C(C=C1OC1=C(N=CN(C1=O)CC=1C(NC=CC1)=O)C(C(F)F)(F)F)Cl 2,5-dichloro-3-((6-oxo-1-((2-oxo-1,2-dihydropyridin-3-yl)methyl)-4-(1,1,2,2-tetrafluoroethyl)-1,6-dihydropyrimidin-5-yl)oxy)benzonitrile